2-(2-((tert-butoxycarbonyl)amino)ethyl)cyclopropanecarboxylic acid C(C)(C)(C)OC(=O)NCCC1C(C1)C(=O)O